CC=1C(=NC(=NC1)C(=O)N[C@@H]1C(N(C2=C(OC1)C=CC(=C2)N2CC1(C2)CCOCC1)C)=O)C1=CC=CC=C1 (S)-5-methyl-N-(5-methyl-4-oxo-7-(7-oxa-2-azaspiro[3.5]nonan-2-yl)-2,3,4,5-tetrahydrobenzo[b]-[1,4]oxazepin-3-yl)-4-phenyl-pyrimidine-2-carboxamide